N1CCC(CC1)CCOC(C)=O.C[N+](CCC[Si](OC)(OC)OC)(CCCCCCCCCCCCCCCCCC)C dimethyloctadecyl-(3-trimethoxysilyl-propyl)-ammonium 2-(piperidine-4-yl)ethyl-acetate